C(C)(=O)O[C@H]1[C@H](O[C@H]([C@@H]([C@H]1OC(C)=O)NC(C)=O)OCCCCC(=O)NCCCN)COC(C)=O (2R,3R,4R,5R,6R)-5-acetamido-2-(acetoxymethyl)-6-((5-((3-aminopropyl)amino)-5-oxopentyl)oxy)tetrahydro-2H-pyran-3,4-diyl diacetate